Azetidin-1-yl(1-hydroxy-6,6,9-trimethyl-3-pentyl-6a,7,8,10a-tetrahydro-6H-benzo[c]chromen-2-yl)methanone N1(CCC1)C(=O)C=1C(=C2C3C(C(OC2=CC1CCCCC)(C)C)CCC(=C3)C)O